1-((2S,5S)-9-bromo-2,3-dihydro-2,5-methanopyrido[3,4-f][1,4]oxazepin-4(5H)-yl)-2,2-dimethylpropan-1-one BrC1=CN=CC=2[C@H]3N(C[C@@H](OC21)C3)C(C(C)(C)C)=O